C12C(CC(CC1)C2)N2C(N(C=1C2=C2C(=NC1)NC(=C2C2=CC=CC=C2)C=2C=NN(C2)CS(=O)(=O)C)C)=O 1-(bicyclo[2.2.1]heptan-2-yl)-3-methyl-7-(1-((methylsulfonyl)methyl)-1H-pyrazol-4-yl)-8-phenyl-3,6-dihydroimidazo[4,5-d]pyrrolo[2,3-b]pyridin-2(1H)-one